5-(2-fluoro-6-methylphenyl)-3-(4-(4-oxohexahydropyrrolo[1,2-a]pyrazin-2(1H)-yl)phenyl)-1H-pyrazolo[4,3-c]pyridazin-6(5H)-one FC1=C(C(=CC=C1)C)N1N=C2C(=CC1=O)NN=C2C2=CC=C(C=C2)N2CC1N(C(C2)=O)CCC1